7,4'-Dihydroxy-6-methoxy-isoflavone OC1=C(C=C2C(C(=COC2=C1)C1=CC=C(C=C1)O)=O)OC